P(O)(=O)(OP(=O)(O)O)OC[C@@H]1[C@H]([C@H]([C@@](O1)(N1C=NC=2C(=O)NC(N)=NC12)C)OO[C@H](C(C)(C)C)C1=C(C=CC=C1)[N+](=O)[O-])O |&1:29| 2'-O-[2,2-dimethyl-(R/S)-1-(2-nitrophenyl) propoxy] methylguanosine-5'-diphosphate